(5-(3-methylbutoxycarbonyl))-7-oxo-bicyclo[2.2.1]Hept-2-ene CC(CCOC(=O)C1C2C=CC(C1)C2=O)C